O1CC(C1)NS(=O)(=O)C1=C2C=CC=C(C2=CC=C1)NC([C@H](CC1=CC=CC=C1)NC(OC(C)(C)C)=O)=O (S)-tert-butyl 1-(5-(N-oxetan-3-ylsulfamoyl)naphthalen-1-ylamino)-1-oxo-3-phenylpropan-2-ylcarbamate